6,7-dimethoxy-2-methyl-1-(4-(trifluoromethyl)benzyl)-1,2,3,4-tetrahydroisoquinoline COC=1C=C2CCN(C(C2=CC1OC)CC1=CC=C(C=C1)C(F)(F)F)C